tert-butyl (2R,5S)-4-(8-(cyanomethyl)-3,9-diethyl-2-oxo-3,9-dihydro-2H-purin-6-yl)-2,5-dimethylpiperazine-1-carboxylate C(#N)CC=1N(C=2N(C(N=C(C2N1)N1C[C@H](N(C[C@@H]1C)C(=O)OC(C)(C)C)C)=O)CC)CC